6-((1H-pyrazol-1-yl)methyl)-3,4-dihydro-2H-[1,4]-dioxepino[2',3':5,6]benzo[1,2-d]isoxazol-10-amine N1(N=CC=C1)CC1=CC2=C(C(=NO2)N)C2=C1OCCCO2